4-phenyl-xylene C1(=CC=CC=C1)C=1C=C(C(=CC1)C)C